1-(9H-fluoren-9-yl)-3-([4-(2-hydroxypropan-2-yl)furan-2-yl]sulfonyl)urea C1=CC=CC=2C3=CC=CC=C3C(C12)NC(=O)NS(=O)(=O)C=1OC=C(C1)C(C)(C)O